CC1CC(CN(C1)C1=C2C=CC=NC2=C(C=C1)C(F)(F)F)COS(=O)(=O)C methanesulfonic acid 5-methyl-1-(8-trifluoromethyl-quinolin-5-yl)-piperidin-3-ylmethyl ester